Ethyl 1-[(2S)-butane-2-yl]-5-{2-[(2-fluoropyridin-4-yl) oxy] ethyl}-1H-pyrrole-2-carboxylate C[C@@H](CC)N1C(=CC=C1CCOC1=CC(=NC=C1)F)C(=O)OCC